l-Aspartat N[C@@H](CC(=O)[O-])C(=O)[O-]